2-fluorobutyronitrile FC(C#N)CC